C(C)(=O)[O-].[Cr+2].C(C)(=O)[O-] chromium(II) acetate